CSF Perfluoro methyl sulfide